CC(C(=O)NCC(=O)Cl)(CO[N+](=O)[O-])C (2,2-dimethyl-3-(nitroxy)propionyl)glycyl chloride